C(N)(=S)C=1C(=CC(=C(C(=O)OC)C1)C)C1CCC1 Methyl 5-carbamothioyl-4-cyclobutyl-2-methylbenzoate